benzyl (R)-3-formylpyrrolidine-1-carboxylate C(=O)[C@H]1CN(CC1)C(=O)OCC1=CC=CC=C1